N-(4-cyano-2,5-difluorophenyl)-4-[(3-fluorophenyl)methyl]-1H-pyrrole-3-sulfonamide C(#N)C1=CC(=C(C=C1F)NS(=O)(=O)C1=CNC=C1CC1=CC(=CC=C1)F)F